ClC=1C=C(C=CC1Cl)C=1N=C(SC1SC(C)C)N1N=C(C(=C1C(=O)O)C1=CN(N=C1)CC)C 2-(4-(3,4-dichlorophenyl)-5-(isopropylthio)thiazol-2-yl)-2'-ethyl-5-methyl-4,4'-bi(2H-pyrazole)-3-carboxylic acid